β-D-glucuronic acid ethyl ester C(C)OC([C@@H]1[C@H]([C@@H]([C@H]([C@H](O)O1)O)O)O)=O